N-(5-(2-(3,3-difluoropyrrolidin-1-yl)acetamido)-2-methylpyridin-3-yl)-2-(1-methyl-1H-pyrazol-4-yl)-1H-pyrrolo[2,3-b]pyridine-5-carboxamide FC1(CN(CC1)CC(=O)NC=1C=C(C(=NC1)C)NC(=O)C=1C=C2C(=NC1)NC(=C2)C=2C=NN(C2)C)F